Cyclobutyl-(5-methoxy-2-pyridin-2-yl-pyrimidin-4-yl)amine C1(CCC1)NC1=NC(=NC=C1OC)C1=NC=CC=C1